(R)-3-{4-[(4-fluoro-phenylamino)-methyl]-[1,2,3]triazol-1-yl}-N-hydroxy-4-naphthalen-2-yl-butyramide FC1=CC=C(C=C1)NCC=1N=NN(C1)[C@@H](CC(=O)NO)CC1=CC2=CC=CC=C2C=C1